CC=1C=NN2C1N=C(C=C2)C(C)O 1-(3-methylpyrazolo[1,5-a]pyrimidin-5-yl)ethan-1-ol